(S)-6-benzamido-N-(3-(3,4-dihydroisoquinolin-2(1H)-yl)-2-hydroxypropyl)imidazo[1,2-a]pyridine-2-carboxamide C(C1=CC=CC=C1)(=O)NC=1C=CC=2N(C1)C=C(N2)C(=O)NC[C@@H](CN2CC1=CC=CC=C1CC2)O